OC1=CC(=CN=N1)C1=CC(=C2C=NNC2=C1)OCCOCCCCNCC=1C=C(C=C(C1)OC(F)(F)F)CC#N 2-(3-(((4-(2-((6-(6-hydroxypyridazin-4-yl)-1H-indazol-4-yl)oxy)ethoxy)butyl)amino)methyl)-5-(trifluoromethoxy)phenyl)acetonitrile